Ruthenium-Tin [Sn].[Ru]